p-phenylsulfenyl-styrene C1(=CC=CC=C1)SC1=CC=C(C=C)C=C1